3-isopropylthiazolidine-2-thione C(C)(C)N1C(SCC1)=S